2-((2S,4S)-4-amino-1-(6-chloroimidazo[1,2-a]pyridine-2-carbonyl)pyrrolidin-2-yl)-N-((S)-6-guanidino-1-(methylamino)-1-oxohexan-2-yl)thiazole-4-carboxamide N[C@H]1C[C@H](N(C1)C(=O)C=1N=C2N(C=C(C=C2)Cl)C1)C=1SC=C(N1)C(=O)N[C@H](C(=O)NC)CCCCNC(=N)N